N-caffeoyl-putrescine C(\C=C\C1=CC(O)=C(O)C=C1)(=O)NCCCCN